FC1=C(OCCCC2=C(N=CS2)C(=O)O)C=CC(=C1)C#CCNC 5-(3-{2-fluoro-4-[3-(methylamino)prop-1-yn-1-yl]phenoxy}propyl)-1,3-thiazole-4-carboxylic acid